3-(4-Fluorobenzyl)-N-((1-methylpiperidin-2-yl)methyl)pyrazin-2-amine FC1=CC=C(CC=2C(=NC=CN2)NCC2N(CCCC2)C)C=C1